C(CCCCCCC)OC1=C(C=CC=C1)C1=NC(=CC(=C1)C1=CC=C(C=C1)N(CC)CC)C1=C(C=CC=C1)OCCCCCCCC 2,6-bis(2'-octyloxyphenyl)-4-(4'-diethylaminophenyl)-pyridine